C(CC)OCC1CO1 2-propoxymethyl-ethylene oxide